FC=1C=CC(=C(C1)C1=NN(C2=NC(=CC=C21)N=C(C2=CC=CC=C2)C2=CC=CC=C2)COCC[Si](C)(C)C)OC N-[3-(5-fluoro-2-methoxyphenyl)-1-[[2-(trimethylsilyl)ethoxy]methyl]pyrazolo[3,4-b]pyridin-6-yl]-1,1-diphenylmethanimine